C(C1=CC=CC=C1)N(S(=O)(=O)C)C1CCC(CC1)C[C@@H]1CC[C@@H](N1C(=O)OC(C)(C)C)C(=O)OC 1-(tert-butyl) 2-methyl (2R,5S)-5-(((1s,4R)-4-(N-benzylmethylsulfonamido)cyclohexyl)methyl)pyrrolidine-1,2-dicarboxylate